C(C)C(COC(\C=C/C(=O)OCC(CCCC)CC)=O)CCCC maleic acid di(2-ethylhexyl) ester